6-Chloro-3-(3,5-dimethoxybenzoyl)-N-(3-(dimethylamino)propyl)-4-oxo-4H-chromene-2-carboxamide ClC=1C=C2C(C(=C(OC2=CC1)C(=O)NCCCN(C)C)C(C1=CC(=CC(=C1)OC)OC)=O)=O